CC1CNC2=C(OC1)C(=NC(=N2)N)N2C[C@@H](CC2)NC 7-Methyl-4-((R)-3-(methylamino)pyrrolidin-1-yl)-6,7,8,9-tetrahydropyrimido[5,4-b][1,4]oxazepin-2-amine